C(C1=CC=CC=C1)[C@@H](C(=O)N(C)C)NC([O-])=O N-[(1S)-1-benzyl-2-(dimethylamino)-2-oxo-ethyl]Carbamate